(4-(Ethylsulfonyl)benzyl)-1-(2-isopropoxybenzyl)-1H-indole-5-carboxamide C(C)S(=O)(=O)C1=CC=C(CC=2N(C3=CC=C(C=C3C2)C(=O)N)CC2=C(C=CC=C2)OC(C)C)C=C1